C(C)(C)(C)OC(=O)N1CCC(CC1)C(=O)C=1OC(=NN1)C1=CC(=CC=C1)Cl 4-(5-(3-Chlorophenyl)-1,3,4-oxadiazol-2-carbonyl)piperidine-1-carboxylic acid tert-butyl ester